(R)-N-(4-oxo-4H-pyrido[1,2-a]pyrimidin-2-yl)-3-(5-(3-(((1-(trifluoromethyl)cyclopropyl)methyl)amino)piperidin-1-yl)pyridin-2-yl)oxetane-3-carboxamide O=C1C=C(N=C2N1C=CC=C2)NC(=O)C2(COC2)C2=NC=C(C=C2)N2C[C@@H](CCC2)NCC2(CC2)C(F)(F)F